CC1=CC(=NO1)C1(C2CCN(CC12)C1=CN=C2C(=N1)NN=C2C2=C1C=CC(=NC1=CC=C2)C)CN (7-(5-methylisoxazol-3-yl)-3-(3-(2-methylquinolin-5-yl)-1H-pyrazolo[3,4-b]pyrazin-6-yl)-3-azabicyclo[4.1.0]heptan-7-yl)methanamine